ClC1=CC=C(CNC(=O)NCCCCC2CCN(CC2)C(CC2=NC(=CC=C2)C)=O)C=C1 1-(4-chlorobenzyl)-3-(4-(1-(2-(6-methylpyridin-2-yl)acetyl)piperidin-4-yl)butyl)urea